COC=1C=CC(=C(C1)C1=CC=2C=NN(C(C2CC1)=O)C1=NC=CC=N1)C 6-(5-methoxy-2-methylphenyl)-2-(pyrimidin-2-yl)-7,8-dihydro-phthalazin-1(2H)-one